NC=1CC(=CC2=C(N1)C=C(S2)C(=O)NC=2C=NC(=CC2)N2CCC(CC2)C(NCCN)=O)C(=O)N(CCC)CCC 5-amino-N2-[6-[4-(2-aminoethylcarbamoyl)-1-piperidinyl]-3-pyridinyl]-N7,N7-dipropyl-6H-thieno[3,2-b]azepine-2,7-dicarboxamide